(6-[1-methyl-1,6-diazaspiro[3.3]heptan-6-yl]pyridin-2-yl)methylamine CN1CCC12CN(C2)C2=CC=CC(=N2)CN